ClC=1C2=C(N=CN1)N(C1=C2C=2C(C(CC1)=O)=C(ON2)C2CC2)C2CCCC2 11-chloro-7-cyclopentyl-3-cyclopropyl-6,7-dihydroisoxazolo[4'',3'':6',7']cyclohepta[1',2':4,5]pyrrolo[2,3-d]pyrimidin-4(5H)-one